4-(6-chloro-2-(4-(1-phenylethyl)piperazin-1-yl)pyrimidin-4-yl)morpholine ClC1=CC(=NC(=N1)N1CCN(CC1)C(C)C1=CC=CC=C1)N1CCOCC1